FC1=CC=C(C=C1)C1=C(N(C=C1)C)C(=O)OC methyl 3-(4-fluorophenyl)-1-methyl-1H-pyrrole-2-carboxylate